(2S,4R)-N-[(S)-(4-cyclopropyl-3-methylphenyl)(phenyl)methyl]-4-fluoro-1-[2-(1H-1,2,3-triazol-5-yl)acetyl]pyrrolidine-2-carboxamide C1(CC1)C1=C(C=C(C=C1)[C@@H](NC(=O)[C@H]1N(C[C@@H](C1)F)C(CC1=CN=NN1)=O)C1=CC=CC=C1)C